N-(2-(2-oxa-6-azaspiro[3.3]heptan-6-yl)ethyl)-4-((2R,4r,6S)-2-cyano-7-((5-methoxy-7-methyl-1H-indol-4-yl)methyl)-7-azaspiro[3.5]nonan-6-yl)benzamide C1OCC12CN(C2)CCNC(C2=CC=C(C=C2)[C@@H]2CC1(CC(C1)C#N)CCN2CC2=C1C=CNC1=C(C=C2OC)C)=O